C1(CCC1)OC=1C(=CC=2C(N1)=NN(C2)C21COC(CC2)(C1)C)C(=O)O 6-Cyclobutoxy-2-(1-methyl-2-oxabicyclo[2.2.1]hept-4-yl)-2H-pyrazolo[3,4-b]pyridine-5-carboxylic acid